ClCCC\C=C/CCCCCC(OCCCCCC)OCCCCCC (7Z)-11-chloro-1,1-dihexyloxy-7-undecene